C1=C(C=CC2=CC=CC=C12)C=1NC(C=2N(C1)N=C(C2C(F)(F)F)C(=O)OCC)=O Ethyl 6-(2-naphthyl)-4-oxo-3-(trifluoromethyl)-4,5-dihydropyrazolo[1,5-a]pyrazine-2-carboxylate